6-[6-(Difluoromethyl)pyridin-3-yl]-2-(3-fluorophenyl)-N-(2-hydroxy-2-methylpropyl)-3-oxo-2,3-dihydropyridazine-4-carboxamide FC(C1=CC=C(C=N1)C=1C=C(C(N(N1)C1=CC(=CC=C1)F)=O)C(=O)NCC(C)(C)O)F